2-(4,4-difluorocyclohex-1-en-1-yl)-6-methylpyrimidin-4-amine FC1(CC=C(CC1)C1=NC(=CC(=N1)N)C)F